4-acetyl-6-(3-((benzyloxy)methyl)-4-ethyl-5-oxo-4,5-dihydro-1H-1,2,4-triazol-1-yl)isoquinolin-1(2H)-one C(C)(=O)C1=CNC(C2=CC=C(C=C12)N1N=C(N(C1=O)CC)COCC1=CC=CC=C1)=O